(E)-N-hydroxy-3-(2-(4-(tetrahydrofuran-2-carbonyl)piperazin-1-yl)phenyl)acrylamide ONC(\C=C\C1=C(C=CC=C1)N1CCN(CC1)C(=O)C1OCCC1)=O